1-cyclopropyl-N-(6-(1-methyl-1H-imidazol-5-yl)isoquinolin-3-yl)piperidine-4-carboxamide C1(CC1)N1CCC(CC1)C(=O)NC=1N=CC2=CC=C(C=C2C1)C1=CN=CN1C